3-((1,1-difluorohexyl)oxy)-4-(2,2,6,6-tetrafluoro-1-methyl-1,2,5,6-tetrahydropyridin-3-yl)-1,2,5-thiadiazole FC(CCCCC)(F)OC1=NSN=C1C=1C(N(C(CC1)(F)F)C)(F)F